COC1=CC=C(OCC2=CC(=C(OC3=NC(=NC=C3)NC3=CC=C(C#N)C=C3)C(=C2)C)C)C=C1 4-((4-(4-((4-methoxyphenoxy)methyl)-2,6-dimethylphenoxy)pyrimidin-2-yl)amino)benzonitrile